C(C)(C)(C)OC(=O)N1[C@@H]([C@@H](CC1)N(C)C1=NC(=NC2=C(C(=CC=C12)Br)F)Cl)C tert-butyl-(2R,3R)-3-[(7-bromo-2-chloro-8-fluoro-quinazolin-4-yl)-methyl-amino]-2-methyl-pyrrolidine-1-carboxylate